C1(CC1)C1=C(C(=NO1)C1=C(C=CC=C1Cl)Cl)COC1CCN(CC1)C1=CC(=C(C=C1)C=1C(NC(NN1)=O)=O)F 6-(4-(4-((5-cyclopropyl-3-(2,6-dichlorophenyl)isoxazol-4-yl)methoxy)piperidin-1-yl)-2-fluorophenyl)-1,2,4-triazine-3,5(2H,4H)-dione